FC1=CC(=C(C(=O)O)C=C1)[C@H](C)O (S)-4-fluoro-2-(1-hydroxyethyl)benzoic acid